C(C=C)(=O)OCC(COC(C=C)=O)(COC(CCN(C1=CC=C(C=C1)N=NC1=C2C(=NS1)C=CC(=C2)[N+](=O)[O-])CC)=O)COC(C=C)=O 2-((acryloyloxy)methyl)-2-(((3-(ethyl(4-((5-nitrobenzo[c]isothiazol-3-yl)diazenyl)phenyl)amino)propanoyl)oxy)methyl)propane-1,3-diyl diacrylate